5-bromo-4,6-dimethoxypyrimidine-2-amine BrC=1C(=NC(=NC1OC)N)OC